1-(1-acetylpiperidin-4-yl)-3-(2-(difluoromethoxy)-5-fluoro-6-methylpyridin-3-yl)-1-(2-isopropylphenyl)urea C(C)(=O)N1CCC(CC1)N(C(=O)NC=1C(=NC(=C(C1)F)C)OC(F)F)C1=C(C=CC=C1)C(C)C